NC1=NC(=NC(=N1)N)NCCC[Si](OCC)(OCC)OCC 2,4-diamino-6-(3-triethoxysilylpropyl)amino-1,3,5-triazine